1-(6-bromo-3',6'-dihydro-[2,4'-bipyridin]-1'(2'H)-yl)-4-fluorobutan-1-one BrC1=CC=CC(=N1)C=1CCN(CC1)C(CCCF)=O